3-(5-((4-(3-(6-(4-amino-4-methylpiperidin-1-yl)-1H-pyrazolo[3,4-b]pyrazin-3-yl)-2-chlorophenyl)piperazin-1-yl)methyl)-6-bromo-1-oxoisoindolin-2-yl)piperidine-2,6-dione NC1(CCN(CC1)C1=CN=C2C(=N1)NN=C2C=2C(=C(C=CC2)N2CCN(CC2)CC=2C=C1CN(C(C1=CC2Br)=O)C2C(NC(CC2)=O)=O)Cl)C